5-Amino-1-isopropyl-3-[6-[1-methyl-2-oxo-2-[[3-(2,2,2-trifluoro-1,1-dimethylethyl)isoxazol-5-yl]amino]ethyl]-3-pyridyl]pyrazole-4-carboxamide NC1=C(C(=NN1C(C)C)C=1C=NC(=CC1)C(C(NC1=CC(=NO1)C(C(F)(F)F)(C)C)=O)C)C(=O)N